(S)-2-(3,3-dimethyltetrahydro-2H-pyran-4-yl)-6-vinylquinoline CC1(COCC[C@@H]1C1=NC2=CC=C(C=C2C=C1)C=C)C